[NH4+].CC(C(S(=O)(=O)[O-])C1=CC=C(C=C1)C=C)(C)C dimethyl-(4-vinyl-phenyl)propanesulfonic acid ammonium salt